(6-cyclopropyl-2-(((2-((1S*,2S*)-2-(4-methylpyrimidin-2-yl)cyclopropyl)-4-(oxetan-3-yloxy)quinolin-7-yl)amino)methyl)imidazo[1,2-a]pyridin-8-yl)-3-methylimidazolidine-2,4-dione C1(CC1)C=1C=C(C=2N(C1)C=C(N2)CNC2=CC=C1C(=CC(=NC1=C2)[C@@H]2[C@H](C2)C2=NC=CC(=N2)C)OC2COC2)N2C(N(C(C2)=O)C)=O |o1:24,25|